Cl.FC=1C=C(C=CC1C(F)(F)F)NC(CN1C(NC2(C1)CCN(CC2)C=2C=1N(C=CN2)C=NC1)=O)=O N-(3-Fluoro-4-(trifluoromethyl)phenyl)-2-(8-(imidazo[1,5-a]pyrazin-8-yl)-2-oxo-1,3,8-triazaspiro[4.5]decan-3-yl)acetamide hydrochloride